3-(2-amino-6-(1-((6-chloro-1H-indol-3-yl)methyl)-1H-1,2,3-triazol-4-yl)pyrimidin-4-yl)2-methylbenzonitrile NC1=NC(=CC(=N1)C=1C(=C(C#N)C=CC1)C)C=1N=NN(C1)CC1=CNC2=CC(=CC=C12)Cl